4-(6,7-dimethoxyquinazolin-4-yl)-1,4-diazacycloheptan COC=1C=C2C(=NC=NC2=CC1OC)N1CCNCCC1